tert-butyl (3-(5'-fluoro-2'-oxospiro[cyclopropane-1,3'-indoline]-1'-yl)propyl)carbamate FC=1C=C2C3(C(N(C2=CC1)CCCNC(OC(C)(C)C)=O)=O)CC3